2,2'-[1,4-phenylenebis(oxymethylene)]dioxirane C1(=CC=C(C=C1)OCC1OC1)OCC1OC1